C(C)OC(=O)N1CCOC2=C1C=C(C=C2)CC2=C(C=CC(=C2)[C@@H]2O[C@@H]([C@H]([C@@H]([C@H]2O)O)O)CO)Cl 6-[2-Chloro-5-((2S,3R,4R,5S,6R)-3,4,5-trihydroxy-6-hydroxymethyl-tetrahydro-pyran-2-yl)-benzyl]-2,3-dihydro-benzo[1,4]oxazine-4-carboxylic acid ethyl ester